CN(C=1SC2=C(N=NC(=C2)C2=C(C=C(C=C2)C=2C=NNC2)O)N1)C1CN(CC1)C 2-{6-[methyl-(1-methylpyrrolidin-3-yl)amino][1,3]thiazolo[4,5-c]pyridazin-3-yl}-5-(1H-pyrazol-4-yl)phenol